3-(benzo[b]thiophen-2-yl)-2-((3-chlorophenyl)(hydroxy)methyl)-3-oxopropanenitrile S1C2=C(C=C1C(C(C#N)C(O)C1=CC(=CC=C1)Cl)=O)C=CC=C2